BrC1=CC=C(C=C1)C1=C(C=CC2=CC=CC=C12)P(C1=NC=CC=C1)=O (1-(4-bromophenyl)naphthalen-2-yl)(pyridin-2-yl)phosphine oxide